2-{4-[(2-{3-[(2-fluoro-4-methanesulfonylphenyl)amino]prop-1-yn-1-yl}-1-(2,2,2-trifluoroethyl)-1H-indol-4-yl)amino]piperidin-1-yl}acetamide FC1=C(C=CC(=C1)S(=O)(=O)C)NCC#CC=1N(C2=CC=CC(=C2C1)NC1CCN(CC1)CC(=O)N)CC(F)(F)F